COC1=CC=C(C=C1)N1C=NC(=C1)N 1-(4-methoxyphenyl)-1H-imidazol-4-amine